(E)-(6-((3-(3-methoxy-4-(octadecyloxy)phenyl)acryloyl)oxy)hexyl)phosphonic acid COC=1C=C(C=CC1OCCCCCCCCCCCCCCCCCC)/C=C/C(=O)OCCCCCCP(O)(O)=O